(Methoxymethyl)phosphonic acid dichloride COCP(=O)(Cl)Cl